O1CC(C1)OC1=C(C=C2C=CN=C(C2=C1)OC[C@H]1NC(CC1)=O)C(=O)N 7-(oxetan-3-yloxy)-1-{[(2S)-5-oxopyrrolidin-2-yl]methoxy}isoquinoline-6-carboxamide